C1(=CC=CC=C1)S(=O)(=O)OC=1C=C(C=CC1CC)NC(NC1=CC(=C(C=C1)CC)OS(=O)(=O)C1=CC=CC=C1)=O bis-[3-(phenylsulfonyloxy)-4-ethyl-phenyl]urea